C(C)(C)(C)OC(C[C@@H](C1=CC(=CC=C1)C(F)(F)F)N1C(N(C=C1)CCCC1=NC=2NCCCC2C=C1)=O)=O (S)-3-(2-oxo-3-(3-(5,6,7,8-tetrahydro-1,8-naphthyridin-2-yl)propyl)-2,3-dihydro-1H-imidazol-1-yl)-3-(3-(trifluoromethyl)phenyl)propionic acid tert-butyl ester